aziridine-2-carboxaldehyde N1C(C1)C=O